3-(4-bromopyridin-2-yl)oxazolidin-2-one BrC1=CC(=NC=C1)N1C(OCC1)=O